C1(CCCC1)N1C(C=CC2=C1N=C(N=C2)NC2=C(C=C(C=C2)S(=O)(=O)N2CCC(CC2)CO)C)=O 8-cyclopentyl-2-((4-((4-(hydroxymethyl)piperidin-1-yl)sulfonyl)-2-methylphenyl)amino)pyrido[2,3-d]pyrimidin-7(8H)-one